CC=1N=C2N(N=C(C=C2C)C=2C=CC3=C(C=NN(C3=O)[C@@H]3C[C@@H](NCC3)C)N2)C1 2-(2,8-dimethylimidazo[1,2-b]pyridazin-6-yl)-6-[(2S,4S)-2-methyl-4-piperidyl]pyrido[2,3-d]pyridazin-5-one